2-Fluoro-N-methoxy-N-methylcyclopropane-1-carboxamide FC1C(C1)C(=O)N(C)OC